tert-butyl (S)-3-((4-(pyrazolo[1,5-a]pyrimidin-7-yl)pyridin-2-yl)carbamoyl)pyrrolidine-1-carboxylate N1=CC=C2N1C(=CC=N2)C2=CC(=NC=C2)NC(=O)[C@@H]2CN(CC2)C(=O)OC(C)(C)C